1-benzyl-3,5-dibromopyridin-1-ium bromide [Br-].C(C1=CC=CC=C1)[N+]1=CC(=CC(=C1)Br)Br